C(C)C(CC1=C(C(C(=O)O)=CC=C1)C(=O)O)CCCC.C(C)C(CC1=C(C(C(=O)O)=CC=C1)C(=O)O)CCCC.C(C=1C(C(=O)OCCCCCCCC)=CC=CC1)(=O)OCCCCCCCC dioctyl phthalate (di(2-ethylhexyl phthalate))